magnesium zinc-calcium [Ca].[Zn].[Mg]